(Z)-((2-(N-((4-amino-2-methylpyrimidin-5-yl)methyl)formamido)-5-hydroxypent-2-en-3-yl)thio)methyl 2,2-dimethyl-3-(naphthalen-2-yl)propanoate CC(C(=O)OCS\C(=C(\C)/N(C=O)CC=1C(=NC(=NC1)C)N)\CCO)(CC1=CC2=CC=CC=C2C=C1)C